8-methyl-6-(((R)-1-methylpyrrolidin-3-yl)oxy)pyrido[2,3-d]pyrimidin-7(8H)-one CN1C(C(=CC2=C1N=CN=C2)O[C@H]2CN(CC2)C)=O